BrC1=CC=C(C=C1)N1CCN(CC1)C1CN(C1)C=1C=C2CN(C(C2=C(C1)OC)=O)C1C(NC(CC1)=O)=O 3-[5-[3-[4-(4-bromophenyl)piperazin-1-yl]azetidin-1-yl]-7-methoxy-1-oxo-isoindolin-2-yl]piperidine-2,6-dione